2-[3-(2,2-difluoromorpholine-4-carbonyl)-4H,5H,6H,7H-pyrazolo[1,5-a]pyrazine-5-carbonyl]-1H-indole FC1(CN(CCO1)C(=O)C=1C=NN2C1CN(CC2)C(=O)C=2NC1=CC=CC=C1C2)F